(3S)-3-(6-cyanopyrazin-2-yl)-5-hydroxy-isoxazolidine-2-carboxylic acid tert-butyl ester C(C)(C)(C)OC(=O)N1OC(C[C@H]1C1=NC(=CN=C1)C#N)O